7-bromo-N-(1-methoxycyclopropyl)-2-methyl-1,2,3,4-tetrahydroisoquinoline-5-amine BrC=1C=C(C=2CCN(CC2C1)C)NC1(CC1)OC